C(C)(C)(C)OC(N[C@H](CC1=CC=CC=C1)CC1=CNC2=CC=C(C=C12)C(F)(F)F)=O (R)-(1-phenyl-3-(5-(trifluoromethyl)-1H-indol-3-yl)propan-2-yl)carbamic acid tert-butyl ester